4-hydroxy-4-(4-(hydroxymethyl)thiazol-2-yl)piperidine-1-carboxylic acid tert-butyl ester C(C)(C)(C)OC(=O)N1CCC(CC1)(C=1SC=C(N1)CO)O